NC1=NC=2C=NC(=CC2C2=C1[C@@H](OC2)C)C(=O)N(C)CC2=NC=C(C=C2)C2CC2 (3S)-4-amino-N-((5-cyclopropyl-2-pyridinyl)methyl)-N,3-dimethyl-1,3-dihydrofuro[3,4-c][1,7]naphthyridine-8-carboxamide